C(C1=CC=CC=C1)N(C[C@H](OC1=NC(=NC(=C1)C1=C(C=CC=C1C)C)NS(=O)(=O)C=1C=C(C(=O)O)C=CC1)C1=CC=CC=C1)C(=O)OC(C)(C)C 3-[[4-[(1R)-2-[benzyl(tert-butoxycarbonyl)amino]-1-phenyl-ethoxy]-6-(2,6-dimethylphenyl)pyrimidin-2-yl]sulfamoyl]benzoic acid